OC[C@H](C1=CC=CC=C1)NC1=CC(=NC=C1C=1OC(=NN1)C=1C=NC=CC1)NC1=NC=C2C(=N1)N(NC2=O)C (S)-6-((4-((2-hydroxy-1-phenylethyl)amino)-5-(5-(pyridin-3-yl)-1,3,4-oxadiazol-2-yl)pyridin-2-yl)amino)-1-methyl-1,2-dihydro-3H-pyrazolo[3,4-d]pyrimidin-3-one